ClC1=NC=C(C=C1N(S(=O)(=O)C)S(=O)(=O)C)B1OC(C(O1)(C)C)(C)C N-[2-chloro-5-(4,4,5,5-tetramethyl-1,3,2-dioxaborolan-2-yl)-3-pyridyl]-N-methylsulfonylmethanesulfonamide